N-[2-(2-aminoethoxy)ethyl]-4-[[3-[1-(cyanomethyl)-3-phenyl-pyrazol-4-yl]imidazo[1,2-a]pyrazin-8-yl]amino]-2-ethyl-benzamide NCCOCCNC(C1=C(C=C(C=C1)NC=1C=2N(C=CN1)C(=CN2)C=2C(=NN(C2)CC#N)C2=CC=CC=C2)CC)=O